C1(CC1)C=1C(=NC(=NC1)N)N cyclopropyl-pyrimidine-2,4-diamine